bromo-7-chloro-8-fluoro-2-mercaptopyrido[4,3-d]pyrimidin-4-ol BrC1=NC(=C(C=2N=C(N=C(C21)O)S)F)Cl